The molecule is an octadecatetraenoic acid having four double bonds located at positions 6, 9, 12 and 15 (the all-cis-isomer). It has been isolated from Lithospermum officinale and fish oils. It has a role as a plant metabolite, a Daphnia galeata metabolite and a mouse metabolite. It is an omega-3 fatty acid, a long-chain fatty acid and an octadecatetraenoic acid. It is a conjugate acid of a (6Z,9Z,12Z,15Z)-octadecatetraenoate. CC/C=C\\C/C=C\\C/C=C\\C/C=C\\CCCCC(=O)O